C(C)(C)(C)OC(N(C=1C=NC2=CC=CC=C2C1)C1=C(C=CC=C1)N1N=CC=C1C(=C)C)=O {2-[5-(prop-1-en-2-yl)-1H-pyrazol-1-yl]phenyl}quinolin-3-yl-carbamic acid tert-butyl ester